methyl (ethyl) ketone C(C)C(=O)C